C(#N)C(C)(C)N=NC(C)(C)C#N 2,2'-dicyano-2,2'-azopropane